N-(1-(6,7-dimethoxyquinazolin-4-yl)azepan-4-yl)sulfamoylamine COC=1C=C2C(=NC=NC2=CC1OC)N1CCC(CCC1)NS(N)(=O)=O